FC1=C(C=CC=C1)C1=NC(=NO1)C=1C=C(C(=O)O)C=CC1 3-[5-(2-fluorophenyl)-1,2,4-oxadiazol-3-yl]benzoic acid